2-((1-(trifluoromethyl)cyclopentyl)oxy)ethane-1-ol FC(C1(CCCC1)OCCO)(F)F